C(=O)C1=CN(C2=C(C=CC=C12)C)C(=O)OC(C)(C)C tert-Butyl 3-formyl-7-methyl-1H-indole-1-carboxylate